C[C@H]1N(CCOC1)C1=CC(=C2C(=N1)C(=NS2)C2=CC(=NN2C2OCCCC2)C)C=2CCNCC2 (3R)-3-methyl-4-(3-(3-methyl-1-(tetrahydro-2H-pyran-2-yl)-1H-pyrazol-5-yl)-7-(1,2,3,6-tetrahydropyridin-4-yl)isothiazolo[4,5-b]pyridin-5-yl)morpholine